2-((tert-butoxycarbonyl)(ethyl)amino)acetic acid C(C)(C)(C)OC(=O)N(CC(=O)O)CC